tert-butyl 3-aminopiperidine-1-carboxylate NC1CN(CCC1)C(=O)OC(C)(C)C